n-tetradecanophenone CCCCCCCCCCCCCC(=O)C1=CC=CC=C1